2-amino-N-((1S,4R)-4-hydroxycyclohexyl)-5-(4-((1S,5R)-3-isopropyl-3-azabicyclo[3.1.0]hex-1-yl)phenyl)nicotinamide NC1=C(C(=O)NC2CCC(CC2)O)C=C(C=N1)C1=CC=C(C=C1)[C@]12CN(C[C@@H]2C1)C(C)C